tert-butyl 4-(4-piperidyloxymethyl)piperidine-1-carboxylate N1CCC(CC1)OCC1CCN(CC1)C(=O)OC(C)(C)C